O[C@@]1([C@H](O)[C@@H](O)[C@H](O)[C@H](O1)C(=O)[O-])[O-] beta-glucarate